tert-Butyl 2-(3-acetyl-5-(3-cyanophenyl)-1H-indazol-1-yl)acetate C(C)(=O)C1=NN(C2=CC=C(C=C12)C1=CC(=CC=C1)C#N)CC(=O)OC(C)(C)C